5-CYCLOPROPYL-2-HYDROXYBENZALDEHYDE C1(CC1)C=1C=CC(=C(C=O)C1)O